N,1-N-dimethyl-cyclohexane-1,4-diamine CN(C1CCC(CC1)N)C